mercaptocyclodecanone SC1C(CCCCCCCC1)=O